alpha-ketoglutaric acid, alpha-ketoglutarate salt O=C(C(=O)O)CCC(=O)O.O=C(C(=O)O)CCC(=O)O